6-((3-methoxyoxetan-3-yl)methoxy)-N-(2-methylpyrimidin-5-yl)isoquinolin-1-amine COC1(COC1)COC=1C=C2C=CN=C(C2=CC1)NC=1C=NC(=NC1)C